[Cl-].ClC1=CC=C(C=C1)C1C(CCN(N1S(=O)(=O)C1=CC=C(C=C1)C(F)(F)F)C=NO)C1=CC=CC=C1 (2E)-6-(4-chlorophenyl)-5-phenyl-N-[4-(trifluoromethyl)phenyl]sulfonyl-4,5-dihydro-3H-pyridazine-2-carbaldehyde oxime chloride